3,4-dichlorophenyl-acetonitrile ClC=1C=C(C=CC1Cl)CC#N